ClC1=C(C=C(C=C1)NC1=NC(=CC(=N1)C)NC)N1N=CC(=C1)C(=O)OCC ethyl 1-(2-chloro-5-[[4-methyl-6-(methylamino) pyrimidin-2-yl] amino] phenyl)-1H-pyrazole-4-carboxylate